4,5-dichloro-2-methyl-3(2H)-pyridazinone ClC=1C(N(N=CC1Cl)C)=O